FC1=C(C=C(C(=C1)F)F)[C@H](C)N (S)-1-(2,4,5-trifluorophenyl)ethan-1-amine